(R)-1-[(Sp)-2-(dicyclohexyl-phosphino)ferrocenyl]ethyldi-tert-butylphosphine 2-trifluoromethyl-4,5-dicyano-imidazolate FC(C=1[N-]C(=C(N1)C#N)C#N)(F)F.C1(CCCCC1)P(C=1[C-](C=CC1)[C@@H](C)P(C(C)(C)C)C(C)(C)C)C1CCCCC1.[CH-]1C=CC=C1.[Fe+2]